N-((3R,4S)-4-((6-(2,6-difluoro-3-methoxyphenyl)-8-(methylamino)pyrido[3,4-d]pyrimidin-2-yl)amino)tetrahydrofuran-3-yl)acrylamide FC1=C(C(=CC=C1OC)F)C1=CC2=C(N=C(N=C2)N[C@H]2[C@H](COC2)NC(C=C)=O)C(=N1)NC